C(C)(C)(C)C1=CC=C(C=C1)NC(CC[C@@H](C(=O)NC1=CC=C(C=C1)N1CCOCC1)NS(=O)(=O)C1=CC=C(C=C1)C)=O (S)-N5-(4-tert-butylphenyl)-2-(4-methylphenylsulfonamido)-N1-(4-morpholinophenyl)pentanediamide